C(C)(C)(C)OC(=O)N1C[C@H](CCC1)OCC1=C(C(C(=O)O)=CC=C1)C(=O)O (S)-3-(((1-(tert-butoxycarbonyl)piperidin-3-yl)oxy)methyl)phthalic acid